FC=1C(=CC(=C(C1)N1C(C=CC2=CC(=CC=C12)S(=O)(=O)NC1=NOC=C1)=O)OC)OC(F)(F)F (P)-1-(5-FLUORO-2-METHOXY-4-(TRIFLUOROMETHOXY)PHENYL)-N-(ISOXAZOL-3-YL)-2-OXO-1,2-DIHYDROQUINOLINE-6-SULFONAMIDE